FC1=CC(=C(CC2=C(C(=O)N)C=CC=C2NC=2N=NC(=CC2)C2=CC(=CC=C2)F)C=C1)OC (4-fluoro-2-methoxybenzyl)-3-((6-(3-fluorophenyl)pyridazin-3-yl)amino)benzamide